ClC=1C(=NC(=NC1CF)N1CC(C1)[C@@H]1CN(CCC1)C1CC(C1)(C(=O)O)C)N[C@H](C)C1=C(C=C(C=C1)Cl)Cl 3-[(3R)-3-[1-[5-chloro-4-[[(1R)-1-(2,4-dichlorophenyl)ethyl]amino]-6-(fluoromethyl)pyrimidin-2-yl]azetidin-3-yl]-1-piperidyl]-1-methyl-cyclobutanecarboxylic acid